C(C(CCCCO)O)O hex-ane-1,2,6-triol